3-cyclopropyl-N-(1,3-diazinan-2-ylidene)-4-({3-[(1-hydroxypropan-2-yl)carbamoyl]phenyl}amino)benzamide C1(CC1)C=1C=C(C(=O)N=C2NCCCN2)C=CC1NC1=CC(=CC=C1)C(NC(CO)C)=O